ClC=1C(=NC(=CC1)C(F)F)C(=O)OCC ethyl 3-chloro-6-(difluoromethyl)pyridine-2-carboxylate